tert-butyl (R)-3-(5-(2-(benzyloxy)-4-(trifluoromethyl)phenyl)-2-methyl-6-oxopyrimidin-1(6H)-yl)piperidine-1-carboxylate C(C1=CC=CC=C1)OC1=C(C=CC(=C1)C(F)(F)F)C1=CN=C(N(C1=O)[C@H]1CN(CCC1)C(=O)OC(C)(C)C)C